2-((2-chloro-4-cyanophenyl)amino)-N-(4-phenylpyridin-3-yl)pyrimidine-4-carboxamide ClC1=C(C=CC(=C1)C#N)NC1=NC=CC(=N1)C(=O)NC=1C=NC=CC1C1=CC=CC=C1